C(#N)C1=CC=C(C(=O)N[C@H](C(=O)N2CCN(CC2)CCS(=O)(=O)C)CCCN[C@H]2[C@@H](C2)C2=CC=C(C=C2)F)C=C1 4-Cyano-N-[(2S)-5-[[(1R,2S)-2-(4-fluorophenyl)cyclopropyl]amino]-1-[4-(2-methanesulfonylethyl)piperazin-1-yl]-1-oxopentan-2-yl]benzamide